C[C@@](C(=O)O)(CCC#C)NC(C1=CC=C(C=C1)CCC=1C=C2C(NC(=NC2=CC1)N)=O)=O.OC1=CC=C(/C=C/C2=CC=C(C(=C2)O)O)C=C1 (E)-5-(p-hydroxystyryl)benzenediol methyl-(S)-2-(4-(2-(2-amino-4-oxo-3,4-dihydroquinazolin-6-yl)ethyl)benzamido)hex-5-ynoate